ClC=1C(=C(C=CC1)NC1=NC=NC2=CC=C(C=C12)[C@]1(N(CCN(C1)CC(CC)CC)C(=O)N)C)F 4-[(3-chloro-2-fluorophenyl)amino]-quinazolin-6-yl-4-(2-ethylbutyl)-(R)-2-methylpiperazine-1-carboxamide